N-(3,4-dimethylisoxazol-5-yl)-1-hydroxy-6,6,9-trimethyl-3-pentyl-6H-benzo[c]chromene-2-carboxamide CC1=NOC(=C1C)NC(=O)C=1C(=C2C3=C(C(OC2=CC1CCCCC)(C)C)C=CC(=C3)C)O